9-(4-chloro-2-fluoro-phenyl)-7-[(2R,4R)-2-(5-cyclopropyl-1,2,4-oxadiazol-3-yl)tetrahydropyran-4-yl]-2,3-dimethyl-pyrimido[1,2-b]pyridazin-4-one ClC1=CC(=C(C=C1)C=1C=2N(N=C(C1)[C@H]1C[C@@H](OCC1)C1=NOC(=N1)C1CC1)C(C(=C(N2)C)C)=O)F